8-ethynyl-3-methyl-imidazo[1,5-a]pyridine C(#C)C=1C=2N(C=CC1)C(=NC2)C